(2S,6R)-N-(2-(1-Benzylpiperidin-4-yl)ethyl)-4-(5-cyanopyrimidin-2-yl)-2,6-dimethylpiperazine-1-carboxamide C(C1=CC=CC=C1)N1CCC(CC1)CCNC(=O)N1[C@H](CN(C[C@H]1C)C1=NC=C(C=N1)C#N)C